CC1=NOC(=C1C=1C=C(C=CC1)[C@H](CC(=O)OCC)N[S@](=O)C1=CC=C(C=C1)C)C ethyl (S)-3-(3-(3,5-dimethylisoxazol-4-yl)phenyl)-3-((R)-4-methylphenylsulfinamido)propanoate